Methyl (1S,4R)-4-[[(2R)-2-[(3,5-difluorobenzoyl)amino]propanoyl]amino]cyclopent-2-ene-1-carboxylate FC=1C=C(C(=O)N[C@@H](C(=O)N[C@H]2C=C[C@H](C2)C(=O)OC)C)C=C(C1)F